3-[4-(1-acetyl-4-piperidinyl)phenyl]-1-sulfamoyl-pyrrole-2-carboxylic acid C(C)(=O)N1CCC(CC1)C1=CC=C(C=C1)C1=C(N(C=C1)S(N)(=O)=O)C(=O)O